1-[(6-chloro-3-pyridyl)methyl]-2-nitro-1-[(E)-pentylideneamino]guanidine methyl-4-cyclopropyl-3-(N-(4-fluoro-2-(pyrrol-1-yl)-5-(tetrazol-1-yl)phenyl)sulfamoyl)benzoate CC1=C(C(=O)O)C=CC(=C1S(NC1=C(C=C(C(=C1)N1N=NN=C1)F)N1C=CC=C1)(=O)=O)C1CC1.ClC1=CC=C(C=N1)CN(C(=N[N+](=O)[O-])N)/N=C/CCCC